(S)-4-(2-amino-2-carboxyethyl)-3-iodobenzoic acid N[C@@H](CC1=C(C=C(C(=O)O)C=C1)I)C(=O)O